C(C=C)SSCC=C Di-allyl disulfide